6-(1-methyl-1H-pyrazol-4-yl)-1H-indole CN1N=CC(=C1)C1=CC=C2C=CNC2=C1